(S)-3-(2-thiophenyl)-butanoic acid methyl ester COC(C[C@H](C)C=1SC=CC1)=O